(1aR,6aR)-4-methylenehexahydrocyclopropa[b]pyrrolizine C=C1CN2[C@H]3[C@@H](CC2C1)C3